BrC1=CC=C(C(=C1)OC)OC 1-bromo-4,5-di-methoxybenzene